4-(((((2-carboxyethyl)thio))thiocarbonyl)thio)-4-cyanopentanoic acid C(=O)(O)CCSC(=S)SC(CCC(=O)O)(C)C#N